O1C(=NC=C1)CNC1=NC=C(N=C1)C1=NC=CC=C1 N-(oxazol-2-ylmethyl)-5-(pyridin-2-yl)pyrazin-2-amine